6-(2,6-dichlorophenyl)-2-((3-methoxy-4-(piperazin-1-yl)phenyl)amino)-8,9-dihydroimidazo[1,2-a]pyrimido[5,4-e]pyrimidin-5(6H)-one ClC1=C(C(=CC=C1)Cl)N1C=2N(C3=C(C1=O)C=NC(=N3)NC3=CC(=C(C=C3)N3CCNCC3)OC)CCN2